2-Amino-9-((1s,3r)-3-(aminomethyl)-4-hydroxy-2-methylenecyclopentyl)-1,9-dihydro-6H-purin-6-one NC=1NC(C=2N=CN(C2N1)[C@@H]1C([C@@H](C(C1)O)CN)=C)=O